3-(5-(difluoromethyl)-1,3,4-thiadiazol-2-yl)-8-(4-isobutylpiperazin-1-yl)-N-(1-Methylcyclopropyl)-[1,2,4]triazolo[4,3-a]pyridine-6-sulfonamide FC(C1=NN=C(S1)C1=NN=C2N1C=C(C=C2N2CCN(CC2)CC(C)C)S(=O)(=O)NC2(CC2)C)F